[N+](#[C-])CCC#N 3-isocyanopropanenitrile